F[C@H]1[C@@H]([C@]2(CN[C@@]1(C2)C)C)N(C2=NN=C(S2)C2=C(C=C(C=C2)N2C=NC=C2)O)C 2-(5-(((1R,4R,5R,6S)-6-fluoro-1,4-dimethyl-2-azabicyclo[2.2.1]heptan-5-yl)(methyl)amino)-1,3,4-thiadiazol-2-yl)-5-(1H-imidazol-1-yl)phenol